(2S,5R)-1-tert-butyl 2-methyl 5-fluoropiperidine-1,2-dicarboxylate F[C@@H]1CC[C@H](N(C1)C(=O)OC(C)(C)C)C(=O)OC